C1(=CC(=CC=C1)C=O)C=O 1,3-benzenedicarbaldehyde